C(CCC)SC1=NN2C(N=C(C=C2C(F)(F)F)C2=CC=C(C=C2)OC)=C1 2-(butylsulfanyl)-5-(4-methoxyphenyl)-7-(trifluoromethyl)pyrazolo[1,5-a]pyrimidine